(2S,3R)-3-(5-chloro-2-pyrimidinyl)-N-(4-(2,6-dimethoxyphenyl)-5-(3-oxetanylmethyl)-4H-1,2,4-triazol-3-yl)-2-butanesulfonamide ClC=1C=NC(=NC1)[C@H]([C@H](C)S(=O)(=O)NC1=NN=C(N1C1=C(C=CC=C1OC)OC)CC1COC1)C